6-bromo-3-(4-chloro-2-fluorophenyl)-2-((5-chloropyridin-2-yl)methyl)-3-((1-(hydroxymethyl)cyclopropyl)methoxy)isoindolin-1-one BrC1=CC=C2C(N(C(C2=C1)=O)CC1=NC=C(C=C1)Cl)(OCC1(CC1)CO)C1=C(C=C(C=C1)Cl)F